N-(7-(Dimethylamino)-5,5-dioctadecyl-10-(o-tolyl)dibenzo[b,e]silin-3(5H)-ylidene)-N-methylmethanaminium CN(C1=CC2=C(C(=C3C([Si]2(CCCCCCCCCCCCCCCCCC)CCCCCCCCCCCCCCCCCC)=CC(C=C3)=[N+](C)C)C3=C(C=CC=C3)C)C=C1)C